C1(=CC(=CC=C1)N)N m-phenylenedi-amine